I.NNC(SC)=N 1-Amino-S-methylisothiourea hydroiodide